O=C1NC(=NC2=C1CN(CCC2)C(=O)OC(C)(C)C)C2(CC2)C2=CC(=CC=C2)C(=C)C tert-butyl 4-oxo-2-(1-(3-(prop-1-en-2-yl)phenyl)cyclopropyl)-3,4,5,7,8,9-hexahydro-6H-pyrimido[5,4-c]azepine-6-carboxylate